C[C@H]1[C@@H](CN(C1)CC1=NC=CC=N1)C=1NC(C=2N(C1)C(=NC2)C2CCOCC2)=O 6-[(3S,4S)-4-methyl-1-(pyrimidin-2-ylmethyl)-pyrrolidin-3-yl]-3-tetrahydropyran-4-yl-7H-imidazo[1,5-a]pyrazin-8-one